[Cl-].[Cl-].BrC1=CC=C(C=C1)C(=[Zr+2](C1=C(C(=CC=2C3=CC(=C(C=C3CC12)C1=CC=CC=C1)C(C)(C)C)C(C)(C)C)C1=CC=CC=C1)C1C=CC=C1)C1=CC=C(C=C1)Br di(p-bromophenyl)methylene(cyclopentadienyl)(2,7-diphenyl-3,6-ditert-butylfluorenyl)zirconium dichloride